(2-((6-cyano-1H-indol-1-yl)methyl)-1H-imidazol-1-yl)pentanoic acid methyl ester COC(C(CCC)N1C(=NC=C1)CN1C=CC2=CC=C(C=C12)C#N)=O